O1C(OCC1)C=1C(=NC=NC1CC(NC1CCOCC1)=O)N[C@H](C)C=1C(=C(C=CC1)C(C1CCN(CC1)C(=O)OC(C)(C)C)(F)F)F tert-butyl (R)-4-((3-(1-((5-(1,3-dioxolan-2-yl)-6-(2-oxo-2-((tetrahydro-2H-pyran-4-yl)amino)ethyl)pyrimidin-4-yl)amino)ethyl)-2-fluorophenyl)difluoromethyl)piperidine-1-carboxylate